L(+)-isoleucinol CC[C@H](C)[C@@H](CO)N